N-[2-(3-Acetamidophenyl)propan-2-yl]-1-[(4-fluorophenyl)methyl]-1H-indazole-3-carboxamide C(C)(=O)NC=1C=C(C=CC1)C(C)(C)NC(=O)C1=NN(C2=CC=CC=C12)CC1=CC=C(C=C1)F